N-(4-chlorobenzyl)-1-(2-(p-tolyl)-2H-pyrazolo[3,4-d]pyrimidin-4-yl)piperidine-3-carboxamide ClC1=CC=C(CNC(=O)C2CN(CCC2)C=2C=3C(N=CN2)=NN(C3)C3=CC=C(C=C3)C)C=C1